2-methyl-9,10-bis(naphthalen-2-yl)anthracene Tert-butyl-4-[[4-benzyl-1-[5-(3-cyano-6-ethoxy-pyrazolo[1,5-a]pyridin-4-yl)-2-pyridyl]-4-piperidyl]carbamoyl]piperazine-1-carboxylate C(C)(C)(C)OC(=O)N1CCN(CC1)C(NC1(CCN(CC1)C1=NC=C(C=C1)C=1C=2N(C=C(C1)OCC)N=CC2C#N)CC2=CC=CC=C2)=O.CC2=CC1=C(C3=CC=CC=C3C(=C1C=C2)C2=CC1=CC=CC=C1C=C2)C2=CC1=CC=CC=C1C=C2